(S)-1-(3-bromo-6-(3-methylbut-3-en-1-yn-1-yl)pyridin-2-yl)-2-(3,5-difluorophenyl)ethan-1-amine BrC=1C(=NC(=CC1)C#CC(=C)C)[C@H](CC1=CC(=CC(=C1)F)F)N